CC(=CCC=1C(=C(C(=CC1O)CCCCC)S(=O)(=O)C1CCC(CC1)=O)O)CCC=C(C)C 4-((3-(3,7-dimethylocta-2,6-dien-1-yl)-2,4-dihydroxy-6-pentylphenyl)sulfonyl)cyclohexan-1-one